FC1=CC=C(C=C1)C(CCC)C1=C(C=CC=C1)O 2-(1-(4-fluorophenyl)butyl)phenol